C(#N)C1=CC=C(C=C1)N1C(=CC2=NC=C(C=C21)/C=C/C(=O)OCC)C Ethyl (E)-3-(1-(4-Cyanophenyl)-2-methyl-1H-pyrrolo[3,2-b]pyridin-6-yl)acrylate